(Z)-(4-(1-(4-(4-(2-(4-(2-(2,6-dioxopiperidin-3-yl)-1-oxoisoindolin-5-yl)piperazin-1-yl)ethyl)piperazin-1-yl)phenyl)-2-phenylbut-1-en-1-yl)phenyl)boronic acid O=C1NC(CCC1N1C(C2=CC=C(C=C2C1)N1CCN(CC1)CCN1CCN(CC1)C1=CC=C(C=C1)\C(=C(\CC)/C1=CC=CC=C1)\C1=CC=C(C=C1)B(O)O)=O)=O